7-Fluoro-1-(4-fluorophenyl)quinoxalin-2,3(1H,4H)-dione FC1=CC=C2NC(C(N(C2=C1)C1=CC=C(C=C1)F)=O)=O